(1R,2R)-N1-(1-chloro-7,8-dihydro-5H-pyrano[3,4-d]pyridazin-4-yl)cyclohexane-1,2-diamine ClC1=C2C(=C(N=N1)N[C@H]1[C@@H](CCCC1)N)COCC2